beta-D-xylopyranosylluteolin [C@@H]1([C@H](O)[C@@H](O)[C@H](O)CO1)C1=C(OC=2C=C(C=C(C2C1=O)O)O)C1=CC(O)=C(O)C=C1